2-cyclopropyl-4-((3-(5-(trifluoromethyl)pyrimidin-2-yl)-3-azabicyclo[3.1.0]hexan-1-yl)methoxy)pyrimidine-5-carbonitrile C1(CC1)C1=NC=C(C(=N1)OCC12CN(CC2C1)C1=NC=C(C=N1)C(F)(F)F)C#N